FC(OC1=CC(=NN1)NC1=NC(=CN=C1)O[C@H]1[C@@H]([C@H]2CC[C@@H](C1)N2)C)F N-(5-(difluoromethoxy)-1H-pyrazol-3-yl)-6-(((1R,2R,3R,5S)-2-methyl-8-azabicyclo[3.2.1]octan-3-yl)oxy)pyrazin-2-amine